C(C)C(C(=O)O)C(=O)O.C(C)C(C(=O)O)C(=O)O.CC(COC(C)CO)O dipropylene glycol bis(ethyl malonate)